tert-Butyl-2-(6-bromopyrido[2,3-d]pyrimidin-4-yl)-2,7-diazaspiro[3.5]nonane-7-carboxylate C(C)(C)(C)OC(=O)N1CCC2(CN(C2)C=2C3=C(N=CN2)N=CC(=C3)Br)CC1